BrC1=CC2=C(C3=C(NC(=CC3=O)C)S2)C=C1 7-bromo-2-methylbenzo[4,5]thieno[2,3-b]pyridin-4(1H)-one